2-{4-[3-(4,5-dichloro-1-methyl-1H-indole-2-amido)oxetan-3-yl]-3-methoxyphenyl}acetic acid ClC1=C2C=C(N(C2=CC=C1Cl)C)C(=O)NC1(COC1)C1=C(C=C(C=C1)CC(=O)O)OC